8-methyl-2-[(pyridin-4-yl)methyl]-4,5-dihydro-2H-furo[2,3-g]indazole-7-carboxylic acid ethyl ester C(C)OC(=O)C1=C(C2=C(CCC3=CN(N=C23)CC2=CC=NC=C2)O1)C